FC=1C=C(C=C(C1)OC(C)C)C1=CC2=C(O[C@H](CN2S(=O)(=O)C2=CC(=CC=C2)C(F)(F)F)C2C3(CCC(C2)C3)C(=O)O)C=C1 ((S)-6-(3-fluoro-5-isopropoxyphenyl)-4-((3-(trifluoromethyl)phenyl)sulfonyl)-3,4-dihydro-2H-benzo[b][1,4]oxazin-2-yl)bicyclo[2.2.1]heptane-1-carboxylic acid